C1C2=C1C=CC=C2 benzocyclopropene